ONC(CC(C(=O)O)CCC(=O)O)=O 2-(2-(hydroxyamino)-2-oxoethyl)pentanedioic acid